5-[4-[(2-Cyclopropyl-5-fluoro-3-oxo-4H-quinoxalin-6-yl)methyl]piperazin-1-yl]-N,6-dimethyl-pyridine-2-carboxamide C1(CC1)C1=NC2=CC=C(C(=C2NC1=O)F)CN1CCN(CC1)C=1C=CC(=NC1C)C(=O)NC